[Br-].BrCC1=C(CC2=C(C=CC=C2)P(C2=CC=CC=C2)C2=CC=CC=C2)C=CC=C1 2-bromomethyl-benzyl-triphenylphosphine bromide